FC1=C(C(=O)O)C(=CC(=C1)B1OC(C(O1)(C)C)(C)C)F 2,6-difluoro-4-(4,4,5,5-tetramethyl-1,3,2-dioxaborolan-2-yl)benzoic acid